C1(CC1)C1=C(C=C2CCNCC2=C1)NC1=NC=C(C(=N1)C=1SC(=C(C1)S(=O)(=O)C)C)C(F)(F)F 7-cyclopropyl-N-(4-(5-methyl-4-(methylsulfonyl)thiophen-2-yl)-5-(trifluoromethyl)pyrimidin-2-yl)-1,2,3,4-tetrahydroisoquinolin-6-amine